O=C1C=C(N=C2N1C=CC=C2)C(=O)NCC=2N=C1N(C=C(C=C1)CCNC(OC(C)(C)C)=O)C2 tert-butyl N-(2-[2-[{(4-oxo-4H-pyrido[1,2-a]pyrimidin-2-yl)formamido} methyl]imidazo[1,2-a]pyridin-6-yl]ethyl)carbamate